1-(1-(2-chloro-4-nitrophenyl)piperidin-4-yl)-4-methylpiperazine ClC1=C(C=CC(=C1)[N+](=O)[O-])N1CCC(CC1)N1CCN(CC1)C